trimethyl-2,3-dioleoyl-propylammonium bromide [Br-].C[N+](CC(CC(CCCCCCC\C=C/CCCCCCCC)=O)C(CCCCCCC\C=C/CCCCCCCC)=O)(C)C